[2-(dimethylamino)ethoxy]silane CN(CCO[SiH3])C